(2-(2,6-dioxopiperidin-3-yl)-3-oxoisoindolin-5-yl)methyl (2-fluoro-3,5-dimethylphenyl)carbamate FC1=C(C=C(C=C1C)C)NC(OCC=1C=C2C(N(CC2=CC1)C1C(NC(CC1)=O)=O)=O)=O